FC(C(=O)O)(F)F.C(C)C1=C(C(=CC=C1)C)N1C(C=C(C2=CC(=C(C=C12)C1=C(C=CC=C1O)F)F)N1CCNCC1)=O 1-(2-ethyl-6-methylphenyl)-6-fluoro-7-(2-fluoro-6-hydroxyphenyl)-4-(piperazine-1-yl)quinolin-2(1H)-one 2,2,2-trifluoroacetate